CN1C=C(C=C(C1=O)C)C1=CC(=C(C=C1)NC(=O)C1CCOCC1)NCCOC(F)(F)F N-(4-(1,5-dimethyl-6-oxo-1,6-dihydropyridin-3-yl)-2-((2-(trifluoromethoxy)ethyl)amino)phenyl)tetrahydro-2H-pyran-4-carboxamide